tert-butyl N-[(1S)-2-(5,6-dimethylpyrido[4,3-b]carbazol-9-yl)oxy-1-methyl-ethyl]carbamate CC1=C2C(=CC=3C=4C=C(C=CC4N(C13)C)OC[C@H](C)NC(OC(C)(C)C)=O)C=NC=C2